[Si](C)(C)(C(C)(C)C)OC12CC(C1)(C2)C(=O)O 3-[tert-butyl(dimethyl)silyl]oxybicyclo[1.1.1]pentane-1-carboxylic acid